tert-butyl (1-(4-bromophenyl)-2-hydroxyethyl)carbamate BrC1=CC=C(C=C1)C(CO)NC(OC(C)(C)C)=O